2-(7-((2S,5R)-2,5-diethyl-4-(1-(2-methylimidazo[1,2-b]pyridazin-6-yl)ethyl)piperazin-1-yl)-4-methyl-5-oxo-4,5-dihydropyrazolo[1,5-a]pyrimidin-2-yl)acetonitrile C(C)[C@@H]1N(C[C@H](N(C1)C(C)C=1C=CC=2N(N1)C=C(N2)C)CC)C2=CC(N(C=1N2N=C(C1)CC#N)C)=O